ClC=1C(=NC(=NC1)NC1CCOCC1)C1=CC=C2CN(C(C2=C1)=O)CC(N1CCC2=C(CC1)C(NC=N2)=O)=O 6-{5-Chloro-2-[(oxan-4-yl)amino]pyrimidin-4-yl}-2-(2-oxo-2-{4-oxo-3H,4H,5H,6H,7H,8H,9H-pyrimido[4,5-d]azepin-7-yl}ethyl)-2,3-dihydro-1H-isoindol-1-on